NC=1NC(C=2N(C(N(C2N1)[C@@H]1O[C@@H]([C@H]([C@H]1O)F)CO)=O)CSC)=O 2-amino-9-((2R,3S,4S,5R)-4-fluoro-3-hydroxy-5-(hydroxymethyl)tetrahydrofuran-2-yl)-7-((methylthio)methyl)-7,9-dihydro-1H-purine-6,8-dione